C1(CC1)C1=C(C=CC(=C1)N1C[C@H](N(CC1)C)C)NC1=NC=C(C(=N1)C1=CC2=C(C(N(CCS2(=O)=O)C)=O)S1)C(F)(F)F (R)-7-(2-((2-cyclopropyl-4-(3,4-dimethylpiperazin-1-yl)phenyl)amino)-5-(trifluoromethyl)pyrimidin-4-yl)-4-methyl-3,4-dihydrothieno[2,3-f][1,4]thiazepin-5(2H)-one 1,1-dioxide